N-(2-(3-chloro-7-(cyanomethoxy)naphthalen-1-yl)ethyl)acetamide ClC=1C=C(C2=CC(=CC=C2C1)OCC#N)CCNC(C)=O